3-(4-(diphenylamino)phenyl)acenaphtho[1,2-b]quinoxaline-8,9-dinitrile C1(=CC=CC=C1)N(C1=CC=C(C=C1)C1=C2C=CC=C3C2=C(C=C1)C1=NC2=CC=C(C(=C2N=C13)C#N)C#N)C1=CC=CC=C1